C12N(CCC2C1)C=1OC(=C(N1)C(=O)NC1=CC(=C(C=C1)OC1CC2CC2C1)F)CC(F)(F)F 2-(2-azabicyclo[3.1.0]hexan-2-yl)-N-(4-(cis-bicyclo[3.1.0]hexan-3-yloxy)-3-fluorophenyl)-5-(2,2,2-trifluoroethyl)oxazole-4-carboxamide